ethoxydiethyl-(2-isocyanatoethyl)silane C(C)O[Si](CCN=C=O)(CC)CC